C1(CCC1)C1=NOC(=N1)C1=C2C(=NC=C1)C(=NN2C2CN(C2)C(C(=C)F)=O)C=2C=NC(=CC2)C(F)(F)F 1-(3-(7-(3-cyclobutyl-1,2,4-oxadiazol-5-yl)-3-(6-(trifluoromethyl)pyridin-3-yl)-1H-pyrazolo[4,3-b]pyridin-1-yl)azetidin-1-yl)-2-fluoroprop-2-en-1-one